OC(CN(CCCCNC(OC(C)(C)C)=O)CC(CCCCCCCC)O)CCCCCCCC tert-butyl N-{4-[bis(2-hydroxydecyl)amino]butyl}carbamate